FC1=C(C=CC(=N1)C(=O)NC)N1CCN(CC1)CC1=CC=C2C(N(C(NC2=C1F)=O)C(C)C)=O 6-fluoro-5-(4-((8-fluoro-3-isopropyl-2,4-dioxo-1,2,3,4-tetrahydroquinazolin-7-yl)methyl)piperazin-1-yl)-N-methylpicolinamide